ClC1=C(C=C(C=C1)F)C1NC(C2=C1C(=CC1=C(N(N=C21)C)C(C(F)(F)F)O)NC(C2=CC(=CC(=C2)C(F)(F)F)F)=O)=O N-(6-(2-chloro-5-fluorophenyl)-2-methyl-8-oxo-3-(2,2,2-trifluoro-1-hydroxyethyl)-2,6,7,8-tetrahydropyrrolo[3,4-g]indazol-5-yl)-3-fluoro-5-(trifluoromethyl)benzamide